(R)-1-(4-(2-(3,4-dimethoxyphenyl)-3-ethyl-1H-indol-5-yl)piperidin-1-yl)-2-(3-hydroxypyrrolidin-1-yl)ethan-1-one COC=1C=C(C=CC1OC)C=1NC2=CC=C(C=C2C1CC)C1CCN(CC1)C(CN1C[C@@H](CC1)O)=O